CC=1C=C2CN(CC2=CC1)CC=1OC=C(C(C1)=O)OCC1=CC=C(C=C1)S(=O)(=O)C 2-((5-methylisoindolin-2-yl)methyl)-5-((4-(methylsulfonyl)benzyl)oxy)-4H-pyran-4-one